ClC1=C(C(=O)NC(C(=O)N\N=C\[C@]2([C@@H](N3C(C[C@H]3S2(=O)=O)=O)C(=O)O)C)C(C)C)C=CC(=C1O)O (2S,3R,5R)-3-((E)-(2-(2-(2-chloro-3,4-dihydroxybenzoylamino)-3-methylbutyryl)hydrazono)methyl)-3-methyl-7-oxo-4-thia-1-azabicyclo[3.2.0]heptane-2-carboxylic acid 4,4-dioxide